2-((R)-2-methylpyrrolidin-1-yl)propan-1-on C[C@H]1N(CCC1)C(C=O)C